NC1(CCOCC1)C(=O)N[C@@H](CC1=CC2=C(CN(CCO2)C2=CC=C(C=C2)F)C=C1)C#N (S)-4-Amino-N-(1-cyano-2-(4-(4-fluorophenyl)-2,3,4,5-tetrahydrobenzo[f][1,4]oxazepin-8-yl)ethyl)tetrahydro-2H-pyran-4-carboxamide